8-[(1R)-1-[(2-Benzylsulfanyl-6-chloro-3-pyridyl)oxy]ethyl]-2-(2-cyclopropylpyrimidin-5-yl)-3,6-dimethyl-chromen-4-one C(C1=CC=CC=C1)SC1=NC(=CC=C1O[C@H](C)C=1C=C(C=C2C(C(=C(OC12)C=1C=NC(=NC1)C1CC1)C)=O)C)Cl